CC=1C=CC=C2C(NC(=NC12)CSC1CCN(CC1)C)=O 8-methyl-2-(((1-methylpiperidin-4-yl)thio)methyl)quinazolin-4(3H)-one